O=C(/C=C/C1=CC=C(C(=O)O)C=C1)C (E)-4-(3-oxobut-1-enyl)benzoic acid